COC([C@H](CN)NC(=O)OC(C)(C)C)=O.OC(CNC(C)=O)CO N-(2,3-dihydroxypropyl)acetamide methyl-(S)-3-amino-2-((tert-butoxycarbonyl)amino)propanoate